(3R,4R)-1-benzyl-4-(benzyl-((S)-1-phenylethyl)amino)-3-methylpyrrolidine-3-carboxylic acid tert-butyl ester C(C)(C)(C)OC(=O)[C@@]1(CN(C[C@@H]1N([C@@H](C)C1=CC=CC=C1)CC1=CC=CC=C1)CC1=CC=CC=C1)C